C1CCCN2C1C1=CC=CC=C1CC2 1,3,4,6,7,11b-hexahydro-2H-pyrido[2,1-a]isoquinolin